N7,3'-O-dimethyl-guanosine-5'-triphosphate P(O)(=O)(OP(=O)(O)OP(=O)(O)O)OC[C@@H]1[C@H]([C@H]([C@@H](O1)N1C=[N+](C=2C(=O)NC(N)=NC12)C)O)OC